4-(4-chloro-2-fluoro-phenyl)-2-[3-(1-cyclopropylpyrazol-4-yl)piperazin-1-yl]-6,7-dimethyl-pteridine ClC1=CC(=C(C=C1)C1=NC(=NC2=NC(=C(N=C12)C)C)N1CC(NCC1)C=1C=NN(C1)C1CC1)F